BrC=1SC(=C(N1)CO[Si](C)(C)C(C)(C)C)C 2-bromo-4-[[(tert-butyldimethylsilyl)oxy]methyl]-5-methyl-1,3-thiazole